OC1=C(C=CC=2CC3=CC=C(C(=C3C(C12)=O)O)CC(=O)O)CC(=O)O 2,2'-(1,8-dihydroxy-9-oxo-9,10-dihydro-anthracene-2,7-diyl)diacetic acid